ditert-butyl (15R)-5-(2-chloro-6-vinyl-4-pyridyl)-15-methyl-13-oxo-11-thia-6,14,17-triazatetracyclo[8.8.0.0^2,7.0^12,18]octadeca-1(10),2(7),3,5,8,12(18)-hexaene-14,17-dicarboxylate ClC1=NC(=CC(=C1)C=1C=CC=2C=3C=4N(C[C@H](N(C(C4SC3C=CC2N1)=O)C(=O)OC(C)(C)C)C)C(=O)OC(C)(C)C)C=C